4-amino-N-(2-(4,4-difluoropiperidin-1-yl)-6-methylpyrimidin-4-yl)-2-(6-(fluoromethyl)-3-azabicyclo[4.1.0]heptan-3-yl)benzamide NC1=CC(=C(C(=O)NC2=NC(=NC(=C2)C)N2CCC(CC2)(F)F)C=C1)N1CC2CC2(CC1)CF